BrC=1C=NC(=NC1)C1CN(C1)[C@H]1[C@@H](CCCC1)OC=1C=C2CN(C(C2=CC1)=O)C1C(NC(CC1)=O)=O 3-(5-(((1R,2R)-2-(3-(5-bromopyrimidin-2-yl)azetidin-1-yl)cyclohexyl)oxy)-1-oxoisoindolin-2-yl)piperidine-2,6-dione